2-chloro-7-cyclopentyl-N-methyl-7H-pyrrolo[2,3-D]pyrimidine-6-carboxamide ClC=1N=CC2=C(N1)N(C(=C2)C(=O)NC)C2CCCC2